[Cl-].OC(C)C=1[N+](=C(NC1)C)C 1-hydroxyethyl-2,3-dimethylimidazolium chloride